N-((benzyloxy)carbonyl)-O-(2-(benzyloxy)ethyl)-L-serine C(C1=CC=CC=C1)OC(=O)N[C@@H](COCCOCC1=CC=CC=C1)C(=O)O